5-[[4-(Carbamimidoylcarbamoylamino)-3-fluoro-phenyl]sulfonylamino]thiazol C(N)(=N)NC(=O)NC1=C(C=C(C=C1)S(=O)(=O)NC1=CN=CS1)F